C[C@H](CC)N1S(C2=C(C1)C=C(C=C2)N2N=C1N(C2=O)[C@@H](CC1)C1=CC=CC=C1)(=O)=O 2-[(2R)-butan-2-yl]-5-[(5S)-3-oxo-5-phenyl-6,7-dihydro-3H-pyrrolo[2,1-c][1,2,4]triazol-2(5H)-yl]-2,3-dihydro-1H-1lambda~6~,2-benzothiazole-1,1-dione